C1=NC=CC=2NC=3C=C(C=CC3C21)C2=CC=C(OCCOCCOCCOCCOCCNC1=C3C(N(C(C3=CC=C1)=O)C1C(NC(CC1)=O)=O)=O)C=C2 4-((14-(4-(5H-pyrido[4,3-b]indol-7-yl)phenoxy)-3,6,9,12-tetraoxatetradecyl)amino)-2-(2,6-dioxopiperidin-3-yl)isoindoline-1,3-dione